7-hydroxy-2',8-dimethoxy-4',5'-methylenedioxyisoflavan OC1=CC=C2CC(COC2=C1OC)C1=C(C=C2C(=C1)OCO2)OC